O.O.B(O)(O)O boric acid, dihydrate